C(C)N1[C@H]([C@H](CCC1)C1=CC=2C(=NC=C(C2NC=2C=CC3=C(N=CS3)C2)F)S1)C N-(2-((2S,3S)-1-ethyl-2-methylpiperidin-3-yl)-5-fluorothieno[2,3-b]pyridin-4-yl)benzo[d]thiazol-5-amine